FC1(CC1)CN1C2COCC1CC(C2)NC(=O)C2=C1N(C=3C=CC=CC23)CCC1 N-(9-((1-fluorocyclopropyl)methyl)-3-oxa-9-azabicyclo[3.3.1]nonan-7-yl)-2,3-dihydro-1H-pyrrolo[1,2-a]indole-9-carboxamide